N-formyl-Dimethylamine C(=O)N(C)C